BrC=1C=NC=CC1CC1(CCN(CC1)C(=O)OC(C)(C)C)C#N tert-butyl 4-[(3-bromo-4-pyridinyl) methyl]-4-cyanopiperidine-1-carboxylate